mono-iso-nonyl glutaconate C(C=CCC(=O)[O-])(=O)OCCCCCCC(C)C